5-chloro-2,7-dimethyl-oxazolo[5,4-b]Pyridine ClC1=CC(=C2C(=N1)OC(=N2)C)C